boron-lithium iron phosphate P(=O)([O-])([O-])[O-].[Fe+2].[Li+].[B+3].P(=O)([O-])([O-])[O-]